1-(5-(azidomethyl)pyridin-2-yl)dihydropyrimidine-2,4(1H,3H)-dione N(=[N+]=[N-])CC=1C=CC(=NC1)N1C(NC(CC1)=O)=O